ClC1=C2C(=NC=C1)NC(=C2C2=CC=C1CCCN(C1=C2)C(C=C)=O)C2=CC=C(C=C2)C2CCN(CC2)C 1-(7-(4-chloro-2-(4-(1-methylpiperidin-4-yl)phenyl)-1H-pyrrolo[2,3-b]pyridin-3-yl)-3,4-dihydroquinolin-1(2H)-yl)prop-2-en-1-one